N-(2-carboxyethyl)formamide C(=O)(O)CCNC=O